3-(3,5-dichlorophenyl)-3-(2-(3-(5,6,7,8-tetrahydro-1,8-naphthyridin-2-yl)propanoyl)-2-azaspiro[3.3]heptane-6-carboxamido)propanoic acid ClC=1C=C(C=C(C1)Cl)C(CC(=O)O)NC(=O)C1CC2(CN(C2)C(CCC2=NC=3NCCCC3C=C2)=O)C1